tris(trimethoxysilylpropyl)ethylenediamine CO[Si](OC)(OC)CCCNCCN(CCC[Si](OC)(OC)OC)CCC[Si](OC)(OC)OC